ClC1=CC(=CC2=C1C(CO2)NC(=O)[C@]2(C=1C=CC=NC1[C@H](CC2)O)F)Cl (5S,8S)-N-(4,6-dichloro-2,3-dihydrobenzofuran-3-yl)-5-fluoro-8-hydroxy-5,6,7,8-tetrahydro-quinoline-5-carboxamide